O1P(OOO1)(=O)OP(=O)([O-])[O-] monoperoxy pyrophosphate